methyl(styryl)sulfane CSC=CC1=CC=CC=C1